CC=1C(C(CCC1)(C)C)\C=C\C(CCC=C)=O (E)-1-(2,6,6-trimethylcyclohex-2-en-1-yl)hepta-1,6-dien-3-one